FC1(OC=2C(=CC3=C(N=C(S3)NC([C@H](C)N3C[C@@H](C(CC3)(F)F)N3C(NC(C=C3)=O)=O)=O)C2)O1)F (S)-N-(2,2-difluoro-[1,3]dioxolo[4',5':4,5]benzo[1,2-d]thiazol-6-yl)-2-((S)-3-(2,4-dioxo-3,4-dihydropyrimidin-1(2H)-yl)-4,4-difluoropiperidin-1-yl)propanamide